2-(4-((1-(2-(2,6-dioxopiperidin-3-yl)-1,3-dioxoisoindolin-5-yl)azetidin-3-yl)ethynyl)-3-methyl-1H-pyrazol-1-yl)-2-methyl-N-(2-(prop-1-yn-1-yl)-4-(trifluoromethyl)phenyl)propanamide O=C1NC(CCC1N1C(C2=CC=C(C=C2C1=O)N1CC(C1)C#CC=1C(=NN(C1)C(C(=O)NC1=C(C=C(C=C1)C(F)(F)F)C#CC)(C)C)C)=O)=O